8-bromo-N-[1-[3-(5-bromothiazol-2-yl)pyrazin-2-yl]ethyl]-2-chloro-6-(trifluoromethyl)quinazolin-4-amine BrC=1C=C(C=C2C(=NC(=NC12)Cl)NC(C)C1=NC=CN=C1C=1SC(=CN1)Br)C(F)(F)F